C(C)(=O)N1CCC(CC1)C1=CC2=C(N=CN=C2N[C@H](C)C2=NC(=CC(=C2)N)C(F)(F)F)N(C1=O)C 6-(1-acetyl-4-piperidinyl)-4-[[(1R)-1-[4-amino-6-(trifluoromethyl)-2-pyridinyl]ethyl]amino]-8-methyl-pyrido[2,3-d]pyrimidin-7-one